6-[(2-Hydroxy-6-oxocyclohex-1-en-1-yl)carbonyl]-1,5-dimethyl-3-(2-methylphenyl)quinazolin-2,4(1H,3H)-dione OC1=C(C(CCC1)=O)C(=O)C=1C(=C2C(N(C(N(C2=CC1)C)=O)C1=C(C=CC=C1)C)=O)C